Ethyl-4-azido-6-methoxy-3-pentyl-1,2,3,4-tetrahydroquinoline-2-carboxylate C(C)OC(=O)C1NC2=CC=C(C=C2C(C1CCCCC)N=[N+]=[N-])OC